(S)-N-((1R,2R)-3-(azetidin-1-yl)-1-(8-fluoro-2,3-dihydrobenzo[b][1,4]dioxin-6-yl)-1-hydroxypropan-2-yl)-1-(4-chlorophenyl)pyrrolidine-3-carboxamide N1(CCC1)C[C@H]([C@H](O)C1=CC2=C(OCCO2)C(=C1)F)NC(=O)[C@@H]1CN(CC1)C1=CC=C(C=C1)Cl